(R)-1-(3-Cyanophenyl)-N-((1-cyanopyrrolidin-3-yl)methyl)-1H-1,2,4-triazol-3-carboxamid C(#N)C=1C=C(C=CC1)N1N=C(N=C1)C(=O)NC[C@@H]1CN(CC1)C#N